P(=O)(OC(CCl)C)(OC(CCl)C)OC(CCl)C Tri(2-chloro-1-methylethyl) phosphate